cyclopropyl-((2S)-2-phenylpiperidin-4-yl)carbamic acid tert-butyl ester C(C)(C)(C)OC(N(C1C[C@H](NCC1)C1=CC=CC=C1)C1CC1)=O